tert-butyl (2R)-2-ethylpiperazine-1-carboxylate C(C)[C@H]1N(CCNC1)C(=O)OC(C)(C)C